C1(=CC=CC=C1)C1=NN(C(=C1C)O)C1=NC=CC=C1 3-phenyl-4-methyl-1-(pyridin-2-yl)-1H-pyrazol-5-ol